C1OCC12CN(CCC2)C=2OC1=C(N2)C=C(C=C1)NC(=O)C=1C=C2CCCOC2=CC1 chroman-6-carboxylic acid [2-(2-oxa-6-aza-spiro[3.5]non-6-yl)-benzooxazol-5-yl]-amide